6-(Oxetan-3-yl)-2-(piperidin-4-yl)-1,3-benzoxazole O1CC(C1)C1=CC2=C(N=C(O2)C2CCNCC2)C=C1